8-chloro-1-(2,6-dichloro-4-fluorophenyl)-5-((17-hydroxy-3,6,9,12,15-pentaoxaheptadecyl)oxy)-2-methyl-1,6-naphthyridin-4(1H)-one ClC=1C=NC(=C2C(C=C(N(C12)C1=C(C=C(C=C1Cl)F)Cl)C)=O)OCCOCCOCCOCCOCCOCCO